hydroxyl-sulfonic acid lithium salt [Li+].OS(=O)(=O)[O-]